nickel dibutyl dithiocarbamate CCCCN(CCCC)C(=S)[S-].CCCCN(CCCC)C(=S)[S-].[Ni+2]